[Na].N(=C=O)CC1=CC=CC2=CC=CC(=C12)CN=C=O 1,8-bis(isocyanatomethyl)naphthalene sodium